methyl benzyl-D-threoninate C(C1=CC=CC=C1)N[C@H]([C@@H](O)C)C(=O)OC